CC(C)(SCCO)SCCO 2'-(propane-2,2-diylbis(sulfanediyl))bis(ethane-1-ol)